ClC=1C=C(C=CC1)CC(=O)NC(C(=O)O)CCN(CCCCC1=NC=2NCCCC2C=C1)CCOC1=CC=CC=C1 2-[[2-(3-chlorophenyl)acetyl]amino]-4-[2-phenoxyethyl-[4-(5,6,7,8-tetrahydro-1,8-naphthyridin-2-yl)butyl]amino]butanoic acid